[Se](=S)(=O)([O-])[O-] thioselenate